racemic-8-amino-1,2,3,4-tetrahydronaphthalen-2-ol NC=1C=CC=C2CC[C@H](CC12)O |r|